(S)-4-(2-amino-3-(4-(3-oxomorpholino)phenyl)propionamido)benzoic acid tert-butyl ester C(C)(C)(C)OC(C1=CC=C(C=C1)NC([C@H](CC1=CC=C(C=C1)N1C(COCC1)=O)N)=O)=O